2-trifluoromethyloxetane FC(C1OCC1)(F)F